bis(2,4,6-trimethylbenzoyl)-phenylphosphine CC1=C(C(=O)P(C2=CC=CC=C2)C(C2=C(C=C(C=C2C)C)C)=O)C(=CC(=C1)C)C